(E)-2-[4-(1-methylindazol-6-yl)-1-oxo-isoindoline-2-carbonyl]-3-phenyl-prop-2-enenitrile CN1N=CC2=CC=C(C=C12)C1=C2CN(C(C2=CC=C1)=O)C(=O)\C(\C#N)=C\C1=CC=CC=C1